5-(4-fluorophenyl)-N-(4-methoxybenzo[d]thiazol-2-yl)-1,3,4-oxadiazol-2-amine FC1=CC=C(C=C1)C1=NN=C(O1)NC=1SC2=C(N1)C(=CC=C2)OC